6-(Methyl-d3)-1,4-dihydroquinoxaline-2,3-dione C(C=1C=C2NC(C(NC2=CC1)=O)=O)([2H])([2H])[2H]